BrC1=NN(C(=N1)OC1=CC(=CC(=C1)F)Cl)CCOC 3-bromo-5-(3-chloro-5-fluorophenoxy)-1-(2-methoxyethyl)-1H-1,2,4-triazole